COC(C(OC)N1C(CCC2=CC=C(C=C12)CCN1CCN(CC1)C1=CC(=CC2=C1C=CS2)F)=O)=O (7-(2-(4-(6-fluorobenzothiophen-4-yl)piperazin-1-yl)ethyl)-2-oxo-3,4-dihydroquinoline-1(2H)-yl)-2-methoxyacetic acid methyl ester